ClC1=CC=C(C(=N1)C#N)O[C@H](C)C=1C=C(C=C2C(C(=C(OC12)C1=CC2=C(OC(O2)(F)F)C=C1)C)=O)C 6-Chloro-3-[(1R)-1-[2-(2,2-difluoro-1,3-benzodioxol-5-yl)-3,6-dimethyl-4-oxo-chromen-8-yl]ethoxy]pyridine-2-carbonitrile